N[C@@H]1CC[C@H](CC1)N(C(=O)NCC(C)(F)F)C1=NC=C(N=C1)C=1C=NC(=NC1)OC 1-(trans-4-aminocyclohexyl)-3-(2,2-difluoropropyl)-1-(5-(2-methoxypyrimidin-5-yl)pyrazin-2-yl)urea